5-(4-chloro-2-fluoro-phenyl)-N-[2,5-difluoro-4-(trifluoromethyl)phenyl]-1H-pyrrole-3-sulfonamide ClC1=CC(=C(C=C1)C1=CC(=CN1)S(=O)(=O)NC1=C(C=C(C(=C1)F)C(F)(F)F)F)F